C(#N)C1=CC=C(CNC2=CC(=C(C=C2)C)C2=NOC(=N2)C(C)C2=CC=CC3=CC=CC=C23)C=C1 N-(4-cyanobenzyl)-4-methyl-3-(5-(1-(naphthalen-1-yl)ethyl)-1,2,4-oxadiazol-3-yl)aniline